iminoarginin N=N[C@@H](CCCNC(N)=N)C(=O)O